Cl.FC(C1=NC=CC(=C1)N1C(C2(CC1)CCNCC2)=O)(F)F 2-(2-(trifluoromethyl)pyridin-4-yl)-2,8-diazaspiro[4.5]decan-1-one hydrochloride